CN1C[C@@H](CCC1)NC=1C=2N(C(=NN1)C1=C(C=C(C=C1)C(F)(F)F)O)C=CC2 (R)-2-(1-((1-methylpiperidin-3-yl)amino)pyrrolo[1,2-d][1,2,4]triazin-4-yl)-5-(trifluoromethyl)phenol